C\C=C\C E-2-butene